4-((1R,5S)-3,8-diazabicyclo[3.2.1]octan-3-yl)-7-(7,8-difluoro-3-hydroxynaphthalen-1-yl)-2-(((2R,7aS)-2-fluorotetrahydro-1H-pyrrolizin-7a(5H)-yl)methoxy)quinoline-3-carbonitrile [C@H]12CN(C[C@H](CC1)N2)C2=C(C(=NC1=CC(=CC=C21)C2=CC(=CC1=CC=C(C(=C21)F)F)O)OC[C@]21CCCN1C[C@@H](C2)F)C#N